N-(2-((2-amino-1,5-naphthyridin-4-yl)amino)-2-methylhexyl)cyclopropanecarboxamide NC1=NC2=CC=CN=C2C(=C1)NC(CNC(=O)C1CC1)(CCCC)C